2-((4-((5-fluoro-6-(4-fluoro-3-(2-(3-(trifluoromethyl) phenyl) acetamido) phenoxy) benzo[d]thiazol-2-yl) carbamoyl) cyclohexyl) amino)-2-oxoethyl acetate C(C)(=O)OCC(=O)NC1CCC(CC1)C(NC=1SC2=C(N1)C=C(C(=C2)OC2=CC(=C(C=C2)F)NC(CC2=CC(=CC=C2)C(F)(F)F)=O)F)=O